((2,5-dioxopyrrolidin-1-yl)oxy)carbonylphenylboronic acid O=C1N(C(CC1)=O)OC(=O)C1=C(C=CC=C1)B(O)O